BrC1=CC=C(C=C1)C=1C(N(C=CC1COC)C)=O 3-(4-bromophenyl)-4-(methoxymethyl)-1-methylpyridin-2(1H)-one